8-bromo-3-[2-[tert-butyl(diphenyl)silyl]oxy-2-methyl-propyl]-6-methyl-2-morpholino-quinazolin-4-one BrC=1C=C(C=C2C(N(C(=NC12)N1CCOCC1)CC(C)(C)O[Si](C1=CC=CC=C1)(C1=CC=CC=C1)C(C)(C)C)=O)C